(S)-(6-fluoro-2,3,4,5-tetrahydro-1H-benzo[b]azepin-3-yl) carbamate C(N)(O[C@H]1CCC2=C(NC1)C=CC=C2F)=O